ClC(C(C(C(C(C(C(C(S(=O)(=O)O)(F)F)(F)F)(F)F)(F)F)(F)F)(F)F)(F)F)(F)F 8-chloroperfluoro-1-octanesulfonic acid